BrC=1C=C2C(OCC=3C=CC(=CC3C3=CC(=C(C(NS(C(C1O)=C2)(=O)=O)=C3)OC)F)OC)=O 13-bromo-20-fluoro-14-hydroxy-4,19-dimethoxy-16,16-dioxo-9-oxa-16λ6-thia-17-azatetracyclo[16.3.1.111,15.02,7]tricosa-1(21),2(7),3,5,11,13,15(23),18(22),19-nonaen-10-one